N-(3-chloro-5-(methylsulfonylamino)phenyl)-1-(2-(pyrimidin-2-yloxy)phenyl)-1H-pyrazole-4-carboxamide ClC=1C=C(C=C(C1)NS(=O)(=O)C)NC(=O)C=1C=NN(C1)C1=C(C=CC=C1)OC1=NC=CC=N1